C1CC12COC(OC2)CN2N=NC(=C2)N 1-((5,7-Dioxaspiro[2.5]oct-6-yl)methyl)-1H-1,2,3-triazol-4-amine